benzyl rac-(1R,4R,5R)-5-hydroxy-2-azabicyclo[2.2.0]hexane-2-carboxylate O[C@H]1[C@@H]2CN([C@@H]2C1)C(=O)OCC1=CC=CC=C1 |r|